C1(CC1)C=1C=C(OC=2C(=C(N=NC2)O)C(=O)O)C=CC1 5-(3-cyclopropylphenoxy)-3-hydroxy-pyridazine-4-carboxylic acid